C(=O)O.N1N=CC2=CC=CC=C12 1H-indazole Formate